(R)-8-(2-Azabicyclo[2.1.1]hexan-2-yl)-N-(sec-butyl)-7-(1H-pyrazol-4-yl)-[1,2,4]triazolo[1,5-c]pyrimidin-2-amine C12N(CC(C1)C2)C=2C=1N(C=NC2C=2C=NNC2)N=C(N1)N[C@H](C)CC